1-((2-(2,6-dioxopiperidin-3-yl)-1-oxoisoindolin-5-yl)methyl)-3-(2-hydroxy-3-(trifluoromethyl)benzyl)urea O=C1NC(CCC1N1C(C2=CC=C(C=C2C1)CNC(=O)NCC1=C(C(=CC=C1)C(F)(F)F)O)=O)=O